S(=S)(=O)([O-])[O-].[Na+].[Na+] Sodium Thiosulphate